N-((4,6-dimethyl-2-oxo-1,2-dihydropyridin-3-yl)methyl)-7-(4-fluoro-3-methoxyphenyl)-2-oxo-1,2-dihydroquinoline-5-carboxamide CC1=C(C(NC(=C1)C)=O)CNC(=O)C=1C=2C=CC(NC2C=C(C1)C1=CC(=C(C=C1)F)OC)=O